tert-butyl 2-cyano-4-(2-(1-(2-ethoxy-2-oxoethyl)-3-(trifluoromethyl)-1H-pyrazol-4-yl)phenyl)-4,7-dihydrothieno[2,3-c]pyridine-6(5H)-carboxylate C(#N)C1=CC2=C(CN(CC2C2=C(C=CC=C2)C=2C(=NN(C2)CC(=O)OCC)C(F)(F)F)C(=O)OC(C)(C)C)S1